ethyl 4-((4-hydroxy-2-methylcyclopentyl)amino)-1H-pyrrolo[2,3-b]pyridine-5-carboxylate OC1CC(C(C1)NC1=C2C(=NC=C1C(=O)OCC)NC=C2)C